NC1=CC=CC2=CC3=CC=CC=C3C=C12 1-Aminoanthracen